(R)-N-(3,3-difluoro-1-(oxetan-3-yl)piperidin-4-yl)-5-(1-(3,3-difluorocyclobutyl)-1H-benzo[d][1,2,3]triazol-6-yl)-4-methoxypyrrolo[2,1-f][1,2,4]triazin-2-amine FC1(CN(CC[C@H]1NC1=NN2C(C(=N1)OC)=C(C=C2)C=2C=CC1=C(N(N=N1)C1CC(C1)(F)F)C2)C2COC2)F